ClC1=C(C(=O)NC=2C=C3C=C(N(C3=CC2)C)CO)C=C(C=C1)CNC(C(C)C)=O 2-chloro-N-(2-(hydroxymethyl)-1-methyl-1H-indol-5-yl)-5-(isobutyrylaminomethyl)benzamide